CC1=C(C(=O)NC2(CC2)C2=C3C=CC=NC3=CC(=C2)C=2C=NC=CC2)C=C(C=C1)OCC1N(CC1)C 2-Methyl-5-((1-methylazetidin-2-yl)methoxy)-N-(1-(7-(pyridin-3-yl)quinolin-5-yl)cyclopropyl)benzamide